FC(C=1C=C2C=NNC2=C(C1)C(=O)O)(F)F 5-(trifluoromethyl)-1H-indazole-7-carboxylic acid